(3S)-3-methyl-4-oxo-2-oxa-8-azaspiro[4.5]decane-8-carboxylic acid tert-butyl ester C(C)(C)(C)OC(=O)N1CCC2(C([C@@H](OC2)C)=O)CC1